ClC1=CC(=C(COC2=CC=CC(=N2)C2CCN(CC2)C(COC)C2=NC3=C(N2C[C@H]2OCC2)C=C(C=C3)C(=O)O)C=C1)F 2-(1-(4-(6-((4-Chloro-2-fluorobenzyl)oxy)pyridin-2-yl)piperidin-1-yl)-2-methoxyethyl)-1-(((S)-oxetan-2-yl)methyl)-1H-benzo[d]imidazole-6-carboxylic acid